CN1C(=NC2=C1C=CC=C2)C(C)O 1-(1-methyl-1H-benzo[d]imidazole-2-yl)ethan-1-ol